trans-Cyclooctenamin C1(=CCCCCCC1)N